2-fluoro-6-methanesulfonylbenzaldehyde FC1=C(C=O)C(=CC=C1)S(=O)(=O)C